5,8-dimethoxy-1,4-naphthalenedione dioxime tetrahydrofuran-2-carboxylate O1C(CCC1)C(=O)O.COC1=C2C(C=CC(C2=C(C=C1)OC)=NO)=NO